1-tetradecanoyl-2-(4Z,7Z,10Z,13Z,16Z,19Z-docosahexaenoyl)-glycero-3-phosphoserine CCCCCCCCCCCCCC(=O)OC[C@H](COP(=O)(O)OC[C@@H](C(=O)O)N)OC(=O)CC/C=C\C/C=C\C/C=C\C/C=C\C/C=C\C/C=C\CC